7-((5-Chloro-4-((2-(dimethylphosphoryl)phenyl)amino)pyrimidin-2-yl)amino)-4-methyl-1H-indole-3-carbonitrile ClC=1C(=NC(=NC1)NC=1C=CC(=C2C(=CNC12)C#N)C)NC1=C(C=CC=C1)P(=O)(C)C